(Z)-3-((3-butyl-2-methyl-7-(methylthio)-5-(oxetan-3-yl)-1,1-dioxido-2,3,4,5-tetrahydrobenzo[f][1,2,5]thiadiazepin-8-yl)oxy)-2-fluoroacrylic acid C(CCC)C1N(S(C2=C(N(C1)C1COC1)C=C(C(=C2)O\C=C(\C(=O)O)/F)SC)(=O)=O)C